C(C)(C)(C)OC(NC[C@H]1OC2=C(C1)C1=C(N=C(S1)C1=C3N=CC(=NC3=CC(=C1)C)OC)C=C2)=O (S)-((2-(2-methoxy-7-methylquinoxalin-5-yl)-7,8-dihydrobenzofuro[5,4-d]thiazol-7-yl)methyl)carbamic acid tert-butyl ester